(4-(4-methyl-1H-imidazol-1-yl)phenyl)methylamine CC=1N=CN(C1)C1=CC=C(C=C1)CN